N-1-naphthylmethyl-acrylamide C1(=CC=CC2=CC=CC=C12)CNC(C=C)=O